(5-((2-(2,2-dimethylpyrrolidin-1-yl)ethyl)carbamoyl)-2-methylpyridin-3-yl)-2-(1-(2-hydroxyethyl)-1H-pyrazol-4-yl)pyrazolo[5,1-b]Thiazole-7-carboxamide CC1(N(CCC1)CCNC(=O)C=1C=C(C(=NC1)C)C=1N2C(SC1C=1C=NN(C1)CCO)=C(C=N2)C(=O)N)C